C(C)(C)(C)OC(=O)N1CC2=NN(C=C2C1)S(=O)(=O)C=1C=CC2=C(C=CO2)C1.C(#N)CC(=O)N1C[C@H](CC1)COC1=NC=CC2=CC(=C(C=C12)OC(C)C)C(=O)N 1-{[(3S)-1-(cyanoacetyl)pyrrolidin-3-yl]methoxy}-7-(prop-2-yloxy)isoquinoline-6-carboxamide tert-butyl-2-(1-benzofuran-5-sulfonyl)-4H,6H-pyrrolo[3,4-c]pyrazole-5-carboxylate